NC1=C(C=CC=N1)SC1=C(C(=NC=C1)N)Cl 6-amino-5-((2-amino-3-chloropyridin-4-yl)thio)pyridin